2-(6-bromochroman-2-yl)-2-hydroxyacetonitrile BrC=1C=C2CCC(OC2=CC1)C(C#N)O